C(C#C)OS(=O)(=O)CCCCS(=O)(=O)C(F)(F)F 4-(trifluoromethanesulfonyl)butanesulfonic acid 2-propynyl ester